CC1=C(C=C(C(=O)O)C=C1)NC(=O)C=1C=NC=C(C1)C1=CC=CC=C1 4-methyl-3-[(5-phenylpyridine-3-carbonyl)amino]benzoic acid